α,α-dimethylbenzyl alcohol acrylate C(C=C)(=O)OC(C1=CC=CC=C1)(C)C